Pyrazine-3-carbaldehyde N1=CC(=NC=C1)C=O